CC(CCCCC)(CC(C)C)C 6,6-dimethyl-8-methylnonane